sulfonylacetamide S(=O)(=O)=CC(=O)N